[Si](C)(C)(C(C)(C)C)OCC=1C(=NC(=C(C1)F)C1=CN=C2N1N=C(C(=C2)OC)C2CC2)N[C@H]2CN(CC[C@@H]2F)C(=O)OC(C)(C)C tert-butyl (3S,4S)-3-[[3-[[tert-butyl(dimethyl)silyl]oxymethyl]-6-(6-cyclopropyl-7-methoxy-imidazo[1,2-b]pyridazin-3-yl)-5-fluoro-2-pyridyl]amino]-4-fluoro-piperidine-1-carboxylate